CNC=1C(=CC=C2C1C1(CCNCC1)CO2)[N+](=O)[O-] N-methyl-5-nitro-2H-spiro[benzofuran-3,4'-piperidin]-4-amine